FC=1C=C(C=CC1)C1CNCCC1 3-(3-fluorophenyl)piperidine